(S)-6-(2,8-dimethylimidazo[1,2-b]pyridazin-6-yl)-8-fluoro-2-(pyrrolidin-3-yl)isoquinolin-1(2H)-one CC=1N=C2N(N=C(C=C2C)C=2C=C3C=CN(C(C3=C(C2)F)=O)[C@@H]2CNCC2)C1